[2H]C=1C(=C(C(=C(C1)[C@H]1[C@@H](O[C@]([C@H]1C)(C(F)(F)F)C)C(=O)NC1=CC(=NC=C1)C(=O)OC)OC)F)F methyl 4-[[(2R,3S,4S,5R)-3-(5-deuterio-3,4-difluoro-2-methoxy-phenyl)-4,5-dimethyl-5-(trifluoromethyl)tetrahydrofuran-2-carbonyl]amino]pyridine-2-carboxylate